3-hydroxy-3-(4-pyridyl)-2,4-dihydro-2,6-naphthyridin-1-one OC1(NC(C2=CC=NC=C2C1)=O)C1=CC=NC=C1